(2s,5s)-3-(4-aminophenylethyl)-2-(2-(4-bromophenyl)-5-(4-fluorophenyl)-2H-1,2,3-triazol-4-yl)-5-methyloxazolidin-4-one NC1=CC=C(C=C1)CCN1[C@@H](O[C@H](C1=O)C)C1=NN(N=C1C1=CC=C(C=C1)F)C1=CC=C(C=C1)Br